tert-Butyl ((1S,3S)-3-(thiazolo[5,4-b]pyridin-2-ylamino)cyclopentyl)carbamate N1=C(SC2=NC=CC=C21)N[C@@H]2C[C@H](CC2)NC(OC(C)(C)C)=O